C(C)(C)(C)C1=C(C(=NN1CC)CCC)O 5-tert-butyl-1-ethyl-4-hydroxy-3-n-propyl-pyrazole